6,6'-([1,1':4',1''-terphenyl]-2,3'-diyl)bis(2,4-diphenyl-1,3,5-triazine) C1(=C(C=CC=C1)C1=NC(=NC(=N1)C1=CC=CC=C1)C1=CC=CC=C1)C1=CC(=C(C=C1)C1=CC=CC=C1)C1=NC(=NC(=N1)C1=CC=CC=C1)C1=CC=CC=C1